[K+].FC(C=1C=NC2=CC=C(C=C2C1)CC(=O)[O-])(F)F (3-(trifluoromethyl)quinolin-6-yl)acetic acid potassium salt